C12(CC3CC(CC(C1)C3)C2)CN2CCN(CC2)CC2=NN(C(=C2C)C2=CC=C(C=C2)Cl)C2=C(C=C(C=C2)Cl)Cl 1-(((3r,5r,7r)-adamantan-1-yl)methyl)-4-((5-(4-chloro-phenyl)-1-(2,4-dichloro-phenyl)-4-methyl-1H-pyrazol-3-yl)methyl)piperazine